Tert-Butyl 6-[[6-(trifluoromethyl)-3-pyridyl]methyl]-2-azaspiro[3.3]heptane-2-carboxylate FC(C1=CC=C(C=N1)CC1CC2(CN(C2)C(=O)OC(C)(C)C)C1)(F)F